1-p-toluenesulfonyloxybenzocyclobutene CC1=CC=C(C=C1)S(=O)(=O)OC1CC=2C1=CC=CC2